3-(2-fluoro-3-methylphenyl)propanoic acid FC1=C(C=CC=C1C)CCC(=O)O